OC1=C(C2=CC(=C(C(=C2C=C1O)CC(=O)O)C=1C(=C2C=C(C(=C(C2=CC1C)C(C)C)O)O)CC(=O)O)C)C(C)C 6,6',7,7'-tetrahydroxy-5,5'-diisopropyl-3,3'-dimethyl-[2,2'-binaphthalene]-1,1'-diacetic acid